7-(4-methylpiperazin-1-yl)quinazolin-4(3H)-one CN1CCN(CC1)C1=CC=C2C(NC=NC2=C1)=O